CC1=NC(=NC(=C1)C)N1CCOC2(CNC2)C1 8-(4,6-dimethylpyrimidin-2-yl)-5-oxa-2,8-diazaspiro[3.5]nonane